6,7-dichloro-5,8-quinolinedione ClC=1C(C=2C=CC=NC2C(C1Cl)=O)=O